CSC=1C=C2CN(C(C2=CC1)=O)C(=O)OC(C)(C)C tert-butyl 5-(methylthio)-1-oxo-isoindoline-2-carboxylate